ClC=1C=C(C=CC1NC=1N=CC2=C(N1)N1C(C(=C2)C2=C(C=CC=C2)Cl)=NCC1)N1CCN(CC1)C(=O)OC(C)(C)C tert-butyl 4-(3-chloro-4-((6-(2-chlorophenyl)-8,9-dihydroimidazo[1',2':1,6]pyrido[2,3-d]pyrimidin-2-yl)amino)phenyl)piperazine-1-carboxylate